rel-(2s,4ar,7as)-2-(hydroxymethyl)-octahydrocyclopenta[b][1,4]oxazine-4-carboxylic acid tert-butyl ester C(C)(C)(C)OC(=O)N1[C@H]2[C@@H](O[C@@H](C1)CO)CCC2 |o1:8,9,11|